((R)-3-methanesulfonylmethyl-morpholin-4-yl)-methanone CS(=O)(=O)C[C@@H]1N(CCOC1)C=O